C(=O)(OCC1C2=CC=CC=C2C2=CC=CC=C12)NCC(=O)O N-Fmoc-glycine